2,2',3,3'-tetramethoxy-5,5'-dipropyl-1,1'-biphenyl COC1=C(C=C(C=C1OC)CCC)C1=C(C(=CC(=C1)CCC)OC)OC